2-(3-tert-butyl-2-hydroxy-5-(2-octyloxycarbonyl)ethylphenyl)-2H-benzotriazole C(C)(C)(C)C=1C(=C(C=C(C1)CCC(=O)OC(C)CCCCCC)N1N=C2C(=N1)C=CC=C2)O